rac-6-(3-Methoxy-2-methylphenyl)-N-((1R,3R)-3-methoxycyclopentyl)-2-(1-methyl-1H-imidazol-2-yl)-5-phenylpyrrolo[2,1-f][1,2,4]triazin-4-amine COC=1C(=C(C=CC1)C=1C(=C2C(=NC(=NN2C1)C=1N(C=CN1)C)N[C@H]1C[C@@H](CC1)OC)C1=CC=CC=C1)C |r|